antimony trifluoride [Sb](F)(F)F